C1(CC1)[C@]1(C(N(C[C@H]1C)C=1C=2N(C=C(N1)C=1C=NC(=CC1)OC)N=CC2)=O)C#N (3R,4S)-3-cyclopropyl-1-[6-(6-methoxypyridin-3-yl)pyrazolo[1,5-a]pyrazin-4-yl]-4-methyl-2-oxopyrrolidine-3-carbonitrile